C(C1=CC=CC=C1)OC1=NC=C(C(=O)NC(C(=O)OCC)\C=C\C(C)(C)C)C=C1 ethyl (E)-2-[6-(benzyloxy)nicotinoylamino]-5,5-dimethyl-3-hexenoate